IC1=NNC2=CC=C(C=C12)C=O 3-IODO-1H-INDAZOLE-5-CARBALDEHYDE